BrC=1C(=C(C#N)C(=CC1)OCCN(C)C)N1CCC(CC1)C1=NN=CN1C 3-bromo-6-[2-(dimethylamino)ethoxy]-2-[4-(4-methyl-1,2,4-triazol-3-yl)piperidin-1-yl]benzonitrile